(((methylsulfonyl)oxy)methyl)morpholine-4-carboxylic acid benzyl ester C(C1=CC=CC=C1)OC(=O)N1C(COCC1)COS(=O)(=O)C